4-Bromobenzyl-1,2,4-thiadiazolidine-3,5-dione BrC1=CC=C(CN2SC(NC2=O)=O)C=C1